2-Allyl-1-(but-3-en-1-yl)-6-chloro-1,2-dihydro-3H-indazol-3-one C(C=C)N1N(C2=CC(=CC=C2C1=O)Cl)CCC=C